S-(5'-adenosyl)-L-homocysteine [C@@H]1([C@H](O)[C@H](O)[C@@H](CSCC[C@H](N)C(=O)O)O1)N1C=NC=2C(N)=NC=NC12